[6-(5-cyclopropyl-4H-1,2,4-triazol-3-yl)-2-azaspiro[3.3]heptan-2-yl]-[6-[(3,5-difluoro-2-pyridyl)methyl]-2,6-diazaspiro[3.3]heptan-2-yl]methanone C1(CC1)C=1NC(=NN1)C1CC2(CN(C2)C(=O)N2CC3(C2)CN(C3)CC3=NC=C(C=C3F)F)C1